(2R,3R)-3-((2-oxabicyclo[2.2.2]octan-4-yl)methoxy)-2-amino-N-((4-methoxyphenyl)sulfonyl)butanamide C12OCC(CC1)(CC2)CO[C@@H]([C@H](C(=O)NS(=O)(=O)C2=CC=C(C=C2)OC)N)C